2-(5,5-dimethyl-2-phenyl-1-piperidyl)-N-(5-methyl-3-pyridyl)-2-oxo-acetamide CC1(CCC(N(C1)C(C(=O)NC=1C=NC=C(C1)C)=O)C1=CC=CC=C1)C